3-(5-Cyano-2-phenyl-3-(3-phenylpropanoyl)-1H-indol-1-yl)-2,2-dimethylpropanamide C(#N)C=1C=C2C(=C(N(C2=CC1)CC(C(=O)N)(C)C)C1=CC=CC=C1)C(CCC1=CC=CC=C1)=O